C(CCC)C1=CC=C(C=C1)N(C1=CC=CC=C1)C1=CC=CC=C1 N-(4-butyl-phenyl)diphenylamine